C(C)(C)(C)OC(=O)N1CC2=C(CC1)N=C(N2)C2=CC=C(C=C2)Br 2-(4-bromophenyl)-3,4,6,7-tetrahydroimidazo[4,5-c]pyridine-5-carboxylic acid tert-butyl ester